Cl.CN[C@@H](CC1=CC=CC=C1)C(=O)OC methyl methyl-L-phenylalaninate hydrochloride